CC1(CSC1)O 3-methylthietane-3-ol